2-(3-aminophenyl)-1H-benzo[d]imidazole-6-amine NC=1C=C(C=CC1)C1=NC2=C(N1)C=C(C=C2)N